NC=1SC2=C(N1)CC[C@@H](C2)N(CCC)CC2CCN(CC2)C(=O)N2CCOCC2 (S)-(4-(((2-amino-4,5,6,7-tetrahydrobenzo[d]thiazol-6-yl)(propyl)amino)methyl)piperidin-1-yl)(morpholino)methanone